BrCCCCCCCC(=O)OC(CCCCCCCF)CCCCCCCF 8-fluoro-1-(7-fluoroheptyl)octyl 8-bromooctanoate